1-oxo-2-propen O=CC=C